ClC1=C(C=CC(=C1)F)CC(=O)NC1=CN=NC(=C1)NC1=CC=C(C=C1)F 2-(2-chloro-4-fluorophenyl)-N-[6-(4-fluorophenylamino)pyridazin-4-yl]acetamide